(2S)-1-(8-(2,3-dihydrobenzofuran-5-ylsulfonyl)-1-oxa-8-azaspiro[4.5]decan-3-ylamino)-3-(3-(methylsulfonyl)phenoxy)propan-2-ol O1CCC2=C1C=CC(=C2)S(=O)(=O)N2CCC1(CC(CO1)NC[C@@H](COC1=CC(=CC=C1)S(=O)(=O)C)O)CC2